(2S,4S)-4-fluoro-1-[2-[(3S)-3-[(6-methoxy-4-quinolinyl)oxy]pyrrolidin-1-yl]acetyl]pyrrolidine-2-carbonitrile F[C@H]1C[C@H](N(C1)C(CN1C[C@H](CC1)OC1=CC=NC2=CC=C(C=C12)OC)=O)C#N